COCCNC(=O)C1=NC(=CC=C1)N1CCN(CCC1)C1CCN(CC1)C(C)C N-(2-Methoxyethyl)-6-{4-[1-(propan-2-yl)piperidin-4-yl]-1,4-diazepan-1-yl}pyridine-2-carboxamide